ClC=1C=C2C(=CC(=NC2=CC1)C(F)(F)F)NC1CCC(CC1)NC(=O)C=1NN=C2N=CC=CC21 N-[(1s,4s)-4-{[6-chloro-2-(trifluoromethyl)quinolin-4-yl]amino}cyclohexyl]-2H-pyrazolo[3,4-b]pyridine-3-carboxamide